1-(4-chlorophenyl)-1H-pyrazole-4-sulfonyl chloride ClC1=CC=C(C=C1)N1N=CC(=C1)S(=O)(=O)Cl